2-(tert-Butoxycarbonyl)-2-hydroxyhex-5-enoic acid C(C)(C)(C)OC(=O)C(C(=O)O)(CCC=C)O